BrC=1C=C2C(=NC1Cl)C(NC2)=O bromo-2-chloro-5,6-dihydro-7H-pyrrolo[3,4-b]pyridin-7-one